bis(t-amylperoxy)cyclohexane C(C)(C)(CC)OOC1(CCCCC1)OOC(C)(C)CC